4-(2-bromoethyl)benzoyl chloride BrCCC1=CC=C(C(=O)Cl)C=C1